1-(4-(7-chloro-6-(2-fluoro-6-hydroxyphenyl)-4-(2-methoxy-phenyl)phthalazin-1-yl)-piperazin-1-yl)prop-2-en-1-one ClC1=C(C=C2C(=NN=C(C2=C1)N1CCN(CC1)C(C=C)=O)C1=C(C=CC=C1)OC)C1=C(C=CC=C1O)F